C(C)(C)(C)OC(=O)N(N(C(=O)O[C@H]1C[C@H](CC1)C=1C=C(N(N1)C(C)(C)C)NC(COC1=C(C(=CC(=C1)OC)O)C=O)=O)CC)C N-{5-[(1S,3R)-3-{[N'-(tert-butoxycarbonyl)-N-ethyl-N'-methylhydrazinecarbonyl]oxy}cyclopentyl]-2-tert-butylpyrazol-3-yl}-2-(2-formyl-3-hydroxy-5-methoxyphenoxy)acetamide